C1(CC1)C1=NN=C(O1)CN1N=C(C=CC1=O)C1=CC=C(C=C1)OC(F)F 2-((5-cyclopropyl-1,3,4-oxadiazol-2-yl)methyl)-6-(4-(difluoromethoxy)phenyl)pyridazin-3(2H)-one